FC1=CC=C(C(=O)NCC2=CC=C(C=C2)CNS(=O)(=O)C2=CC=C(C=C2)C)C=C1 4-Fluoro-N-(4-(((4-methylphenyl)sulfonamido)methyl)benzyl)benzamid